N-((6S,7S)-6-((2,3'-difluoro-[1,1'-biphenyl]-3-yl)methyl)-5-((R)-oxetane-2-carbonyl)-5-azaspiro[2.4]heptan-7-yl)methanesulfonamide FC1=C(C=CC=C1C[C@@H]1N(CC2(CC2)[C@@H]1NS(=O)(=O)C)C(=O)[C@@H]1OCC1)C1=CC(=CC=C1)F